2,2-Dimethyl-propionic acid 2-chloro-6-oxo-1-propyl-8-[1-(3-trifluoromethyl-benzyl)-1H-pyrazol-4-yl]-1,6-dihydro-purin-7-ylmethyl ester ClC=1N(C(C=2N(C(=NC2N1)C=1C=NN(C1)CC1=CC(=CC=C1)C(F)(F)F)COC(C(C)(C)C)=O)=O)CCC